ethylene glycol bis(2-bromoisobutyrate) BrC(C(=O)OCCOC(C(C)(C)Br)=O)(C)C